COC1CCC(CC1)CN[C@@H]1[C@@H](CCC1)OC=1C=C2CN(C(C2=CC1)=O)C1C(NC(CC1)=O)=O 3-(5-(((1R,2S)-2-(((4-methoxycyclohexyl)methyl)amino)cyclopentyl)oxy)-1-oxoisoindolin-2-yl)piperidine-2,6-dione